1-((3-(3-chloro-6a,7,9,10-tetrahydrodipyrazino[2,3-b:1',2'-d][1,4]oxazin-8(6H)-yl)-2-hydroxy-3-oxopropoxy)methyl)isoindolin ClC=1C=NC2=C(OCC3N2CCN(C3)C(C(COCC3NCC2=CC=CC=C32)O)=O)N1